FC(O[C@H]1C[C@H](CC1)OCC(=O)O)(F)F cis-2-[3-(trifluoromethoxy)cyclopentyloxy]acetic acid